C1=2C=C(C=CC2CC1)[C@H]([C@H]1O[C@H]([C@@H]([C@@H]1O)O)N1C=C(C2=C1N=CN=C2C)F)O (2R,3S,4R,5R)-2-((R)-bicyclo[4.2.0]octa-1(6),2,4-trien-3-yl(hydroxy)methyl)-5-(5-fluoro-4-methyl-7H-pyrrolo[2,3-d]pyrimidin-7-yl)tetrahydrofuran-3,4-diol